5-[[(3,4-dimethylpyrimidino[4',5':4,5]thieno[2,3-c]pyridazin-8-yl)amino]methyl]-2-fluoro-N-isobutyl-benzamide CC1=C(C2=C(N=N1)SC1=C2N=CN=C1NCC=1C=CC(=C(C(=O)NCC(C)C)C1)F)C